FC(C=1C=C(C=CC1)NCC1=CC=CC=C1)(F)F 3-trifluoromethylphenyl-benzylamine